N-(5-((4-ethylpiperazin-1-yl)methyl)pyridin-2-yl)-5-fluoro-4-(8-fluoroquinolin-6-yl)pyrimidin-2-amine C(C)N1CCN(CC1)CC=1C=CC(=NC1)NC1=NC=C(C(=N1)C=1C=C2C=CC=NC2=C(C1)F)F